C(CCC)(=O)OC(CC1=CC=CC=C1)(C)C Dimethyl-benzyl-carbinol butyrate